ClC1=C(C=CC=C1OC1=CC=C(C=C1)C(F)(F)F)B1OC(C(O1)(C)C)(C)C 2-(2-chloro-3-(4-(trifluoromethyl)phenoxy)phenyl)-4,4,5,5-tetramethyl-1,3,2-dioxaborolane